C(C)(C)C1(C2CC3CC(CC1C3)C2)C(=CC)C 2-isopropyl-2-adamantyl-methyl-propylene